non-1,8-diyn-3-ol C#CC(CCCCC#C)O